5-(4-tert-Butoxyphenyl)-2-[(8-oxo-6,7-dihydro-5H-indolizine-5-carbonyl)amino]thiazole-4-carboxylic acid methyl ester COC(=O)C=1N=C(SC1C1=CC=C(C=C1)OC(C)(C)C)NC(=O)C1N2C=CC=C2C(CC1)=O